C(C)(C)(C)N1CC(C1)C=1C=CC=2NC3=CC(=C(C(=C3C2C1)C)C)Cl tert-butyl-3-(7-chloro-5,6-dimethyl-9H-carbazol-3-yl)azetidine